5-(6-((4-(3-Amino-4-nitrophenyl)piperazin-1-yl)methyl)-3-azabicyclo[3.1.0]hexan-3-yl)-2-(2,6-dioxopiperidin-3-yl)-6-fluoroisoindoline-1,3-dione NC=1C=C(C=CC1[N+](=O)[O-])N1CCN(CC1)CC1C2CN(CC12)C=1C=C2C(N(C(C2=CC1F)=O)C1C(NC(CC1)=O)=O)=O